methyl 5-(2-oxa-7-azaspiro[3.5]nonan-7-yl)picolinate C1OCC12CCN(CC2)C=2C=CC(=NC2)C(=O)OC